ClC1=CC=C2C(=N1)N(N=N2)C2=CC(=C(C(=O)N(C1=NC=CC3=CC=CC(=C13)C)[C@H]1CN(CCC1)C(=O)OC(C)(C)C)C=C2)F tert-butyl (R)-3-(4-(5-chloro-3H-[1,2,3]triazolo[4,5-b]pyridin-3-yl)-2-fluoro-N-(8-methylisoquinolin-1-yl)benzamido)piperidine-1-carboxylate